CNC(OC(C)(C)C)=O tert-Butyl N-methylcarbamate